F[C@H]1CN(C[C@@H]1O)C=1C(N(N=CC1)C1OCCCC1)=O (3S,4S)-3-fluoro-4-hydroxy-pyrrolidin-1-yl-2-tetrahydropyran-2-yl-pyridazin-3-one